FC=1C=CC=C2C=C(NC(C12)=O)CCC(=O)N1CCN(CC1)C1=CC=C(C#N)C=C1 4-(4-(3-(8-fluoro-1-oxo-1,2-dihydroisoquinolin-3-yl)propanoyl)piperazin-1-yl)benzonitrile